C(C)OC(=O)C=1C=NN(C1)C1COC1 1-(oxetane-3-yl)-1H-pyrazole-4-carboxylic acid ethyl ester